(R)-tert-butyl 4-(4-((2,6-dioxopiperidin-3-yl)amino)phenyl)piperidine-1-carboxylate O=C1NC(CC[C@H]1NC1=CC=C(C=C1)C1CCN(CC1)C(=O)OC(C)(C)C)=O